C(C)(=O)OCC=1NC(=C(C(C1C(=O)OCC)C1=C(C(=CC=C1)F)C(F)(F)F)C(=O)OC)CF 3-ethyl 5-methyl 2-(acetoxymethyl)-4-(3-fluoro-2-(trifluoromethyl)phenyl)-6-(fluoromethyl)-1,4-dihydropyridine-3,5-dicarboxylate